C=1N=CN2C1C=CC=C2C(=O)N2CC=1C(CC2)=C(N(N1)C)C1=CC=CC=C1 imidazo[1,5-a]pyridin-5-yl-(2-methyl-3-phenyl-2,4,5,7-tetrahydro-6H-pyrazolo[3,4-c]pyridin-6-yl)methanone